C(C1=CC=CC=C1)C1=NO[C@H]2[C@@H](O1)C=CN([C@@H]2C2=CC=CC=C2)C(=O)OCC2=CC=CC=C2 benzyl (4aS,8R,8aR)-3-benzyl-8-phenyl-8,8a-dihydropyrido[4,3-e][1,4,2]dioxazine-7(4aH)-carboxylate